ClC1=CC=C(C=C1)S(=O)(=O)\N=C(\NCCC)/SCCC#C But-3-yn-1-yl (Z)-N'-((4-chlorophenyl)sulfonyl)-N-propylcarbamimidothioate